FC=1C=C(C=2C3=C(N(C2C1)C1=CC=C(C=C1)CC(=O)NO)C=CC=N3)F 2-(4-(7,9-difluoro-5H-pyrido[3,2-b]indol-5-yl)phenyl)-N-hydroxyacetamide